amyl 2-propoxymethyl-3,3-dimethylbutyrate 2-propoxymethyl-3,3-dimethylbutyrate C(CC)OCC(C(=O)O)C(C)(C)C.C(CC)OCC(C(=O)OCCCCC)C(C)(C)C